7-bromo-1-methylquinolin BrC1=CC=C2C=CCN(C2=C1)C